N-((2-(5-fluoro-6-(4,7-diazaspiro[2.5]octan-7-yl)pyridin-2-yl)-1,6-naphthyridin-7-yl)methyl)-4-methyl-3-(methylsulfonyl)benzamide FC=1C=CC(=NC1N1CCNC2(CC2)C1)C1=NC2=CC(=NC=C2C=C1)CNC(C1=CC(=C(C=C1)C)S(=O)(=O)C)=O